(R)-6-((4-cyanopyridin-2-yl)amino)-N-(2-fluoro-3-hydroxy-3-methylbutyl)-4-(isopropylamino)pyrrolo[1,2-b]pyridazine-3-carboxamide C(#N)C1=CC(=NC=C1)NC=1C=C2N(N=CC(=C2NC(C)C)C(=O)NC[C@H](C(C)(C)O)F)C1